ClC1=C(C(=O)NCC(=O)N[C@@H](CC(C)C)B2OC(C[C@](O2)(C(=O)O)CC(=O)OC)=O)C=C(C=C1)Cl (R)-2-((R)-1-(2-(2,5-dichlorobenzamido)acetamido)-3-methylbutyl)-4-(2-methoxy-2-oxoethyl)-6-oxo-1,3,2-dioxaborinane-4-carboxylic acid